3-[[1-(cyclobutyl-methyl)-8-dimethylamino-2-oxo-8-phenyl-1,3-diazaspiro[4.5]decan-3-yl]-methyl]-benzamide C1(CCC1)CN1C(N(CC12CCC(CC2)(C2=CC=CC=C2)N(C)C)CC=2C=C(C(=O)N)C=CC2)=O